FC1=CC2=C(N=C(N=C2)NC2CCN(CC2)S(=O)(=O)C)N(C1=O)[C@H]1C2(CC2)C=CC1 (R)-6-fluoro-2-((1-(methylsulfonyl)piperidin-4-yl)amino)-8-(spiro[2.4]hept-6-en-4-yl)pyrido[2,3-d]pyrimidin-7(8H)-one